N1=CN=CC2=C1C[N]CC2 5,8-dihydro-6H-7λ2-pyrido[3,4-d]pyrimidine